C(C)(C)(C)OC(=O)C1=NC(=CC=C1C=1C=NN(C1)CC1=C(C=CC=C1)C1=CC=CC=C1)N1CC2=C(C=CC=C2CC1)C(NC=1SC2=C(N1)C=CC=C2)=O 6-[8-(1,3-benzothiazol-2-ylcarbamoyl)-3,4-dihydroisoquinolin-2(1H)-yl]-3-[1-(biphenyl-2-ylmethyl)-1H-pyrazol-4-yl]pyridine-2-carboxylic acid tert-butyl ester